OCC(CO)C(C(=O)OCCNC)CCCCCCCCCCCCCC N-methyl-ethanolAmine 1,3-dihydroxypropan-2-yl-palmitate